NC1=NN(C2=C1C(N(C=C2)CC(F)(F)F)=O)CCOC 3-Amino-1-(2-methoxyethyl)-5-(2,2,2-trifluoroethyl)-1,5-dihydro-4H-pyrazolo[4,3-c]pyridin-4-one